N1=C(C=CC=C1)SSCCC(=O)[O-] 3-(2-pyridyldithio)-propionate